4-(3-bromo-4-methoxyphenyl)-4-methyloxepane BrC=1C=C(C=CC1OC)C1(CCOCCC1)C